NCCCCCCCCCC=1C=C(C=CC1)C1=NC=2N(C(=C1)N1CCN(CC1)CCO)N=C(C2C2=CC=CC=C2)C 2-(4-(5-(3-(9-aminononyl)phenyl)-2-methyl-3-phenylpyrazolo[1,5-a]pyrimidin-7-yl)-piperazin-1-yl)ethanol